2,4-dimethyl-6-(1'-methyl-1'-tetradecylmethyl)-phenol CC1=C(C(=CC(=C1)C)C(CCCCCCCCCCCCCC)C)O